ClC=1N=C2N(N=C(C=C2C)C=2N=C3N(C(C2)=O)C=C(S3)C3CCNCC3)C1 7-(2-Chloro-8-methylimidazo[1,2-b]pyridazin-6-yl)-2-(4-piperidyl)thiazolo[3,2-a]pyrimidin-5-on